8-bromo-7-fluoroimidazo[1,5-a]quinoxaline-4(5H)-one BrC1=C(C=C2NC(C=3N(C2=C1)C=NC3)=O)F